O(C1=CC=CC=C1)C=1C=C(CO)C=CC1 meta-phenoxybenzyl alcohol